6-[4-(4-fluoro-3-methoxy-phenyl)-5-methyl-1,2,4-triazol-3-yl]-4-methyl-1H-benzimidazole FC1=C(C=C(C=C1)N1C(=NN=C1C)C=1C=C(C2=C(NC=N2)C1)C)OC